ClC1=CC(=C(C=C1)C1(OC(C2=C(O1)C=CC=C2)C2CCN(CC2)CC=2NC1=C(N2)SC(=C1)C(=O)OCC)C)F ethyl 2-((4-(2-(4-chloro-2-fluorophenyl)-2-methylbenzo[d][1,3]dioxan-4-yl) piperidin-1-yl) methyl)-1H-thieno[2,3-d]imidazole-5-carboxylate